[4-(3-methoxyphenyl)sulfonylmorpholin-2-yl]benzothiophene-2-carboxamide COC=1C=C(C=CC1)S(=O)(=O)N1CC(OCC1)C1=C(SC2=C1C=CC=C2)C(=O)N